C(C)(C)(C)OC(=O)N1[C@@H](CCC1)C=1C=C(C=C2CCN(CC12)C(=O)N1CC2CCC(C1)O2)Cl (2S)-2-[6-chloro-2-(8-oxa-3-azabicyclo[3.2.1]octane-3-carbonyl)-1,2,3,4-tetrahydroisoquinolin-8-yl]pyrrolidine-1-carboxylic acid tert-butyl ester